N-{[4-(Pyrrolidine-1-carbonyl)oxan-4-yl]methyl}-4H,5H,6H,7H,8H,9H-cycloocta[b]thiophene-2-carboxamide N1(CCCC1)C(=O)C1(CCOCC1)CNC(=O)C1=CC2=C(S1)CCCCCC2